6-chloro-N-(4-chloro-1-methyl-3-(trifluoromethyl)-1H-pyrazol-5-yl)nicotinamide ClC1=NC=C(C(=O)NC2=C(C(=NN2C)C(F)(F)F)Cl)C=C1